[N+](=O)([O-])C1=C2CN(C(C2=CC=C1)=O)N1C(CCCC1=O)=O (4-nitro-1-oxo-1,3-dihydro-2H-isoindole-2-yl)piperidine-2,6-dione